Cl.N[C@@H](C(=O)N[C@@H](CCOC1=CC=CC=C1)B1OC(C(O1)(C)C)(C)C)[C@H](C)OC (2R,3S)-2-amino-3-methoxy-N-((R)-3-phenoxy-1-(4,4,5,5-tetramethyl-1,3,2-dioxaborolan-2-yl)propyl)butanamide hydrochloride